Cl.N1CCC(CC1)OC1=CC=C(C=N1)NC1(CCC1)C#N 1-((6-(piperidine-4-yloxy)pyridine-3-yl)amino)cyclobutane-1-carbonitrile hydrochloride